3-amino-7-cyclopropyl-4-(methylamino)-1-(2-methylpyridin-3-yl)-1,8-naphthyridin NC=1CN(C2=NC(=CC=C2C1NC)C1CC1)C=1C(=NC=CC1)C